1-[(5-Nitrothiophen-2-yl)methyl]-4-[4-(tert-butyl)phenyl]piperazine [N+](=O)([O-])C1=CC=C(S1)CN1CCN(CC1)C1=CC=C(C=C1)C(C)(C)C